rac-(3R,4R)-4-{[5-(2,4-difluoro-phenyl)-isoxazole-3-carbonyl]-amino}-1-isopropyl-piperidine-3-carboxylic acid dimethylamide CN(C(=O)[C@@H]1CN(CC[C@H]1NC(=O)C1=NOC(=C1)C1=C(C=C(C=C1)F)F)C(C)C)C |r|